C1(CC1)CN1N=CN=C1 1-(cyclopropylmethyl)-1H-1,2,4-triazole